Piperidine-1,4-dicarboxylic acid mono-tert-butyl ester C(C)(C)(C)OC(=O)N1CCC(CC1)C(=O)O